NC1=NC=CC=2N1C(=NC2C2CCN(CC2)C(C(C)C)=O)C2=CC=C(C=C2)C2=C(C(N(C(N2C(C)C)=O)C2=NC=CC=C2)=O)C(=O)N (4-(5-amino-1-(1-isobutyrylpiperidin-4-yl)imidazo[1,5-c]pyrimidin-3-yl)phenyl)-1-isopropyl-2,4-dioxo-3-(pyridin-2-yl)-1,2,3,4-tetrahydropyrimidine-5-carboxamide